C(C)(C)(C)OC(=O)N1CCC2(CC(C2)=C)CC1 2-methylene-7-azaspiro[3.5]nonane-7-carboxylic acid tert-butyl ester